CN1C(C(CC1C)C)C 1,2,3,5-tetramethylpyrrolidine